5-(2-fluoro-6-hydroxy-3-(1-methyl-1H-imidazol-4-yl)phenyl)-1,2,5-thiadiazolidin-3-one 1,1-dioxide FC1=C(C(=CC=C1C=1N=CN(C1)C)O)N1CC(NS1(=O)=O)=O